5,6-Dimethyl-N4-(3-[N-(1,1-dimethylethyl)sulfamoyl]phenyl)-N2-[4-(2-hydroxyethylcarbamoyl)phenyl]pyrimidine-2,4-diamine CC=1C(=NC(=NC1C)NC1=CC=C(C=C1)C(NCCO)=O)NC1=CC(=CC=C1)S(NC(C)(C)C)(=O)=O